3-(3-cyanophenyl)-1,2-oxazol C(#N)C=1C=C(C=CC1)C1=NOC=C1